CC1=NC=C(C(=O)NCCN(C2CCOCC2)C)C=C1NC1=NN(C=2C=3N(N=CC21)C=C(C3)C=3C=NN(C3)C)C 6-methyl-N-(2-(methyl(tetrahydro-2H-pyran-4-yl)amino)ethyl)-5-((1-methyl-8-(1-methyl-1H-pyrazol-4-yl)-1H-pyrazolo[3,4-d]pyrrolo[1,2-b]pyridazin-3-yl)amino)nicotinamide